FC(N1N=CC(=C1)N(C(=O)C=1C=C(N(C1C)C)C=1C=C2CCN(CC2=CC1C(=O)OC(C)(C)C)C(=O)OCC1=CC=CC=C1)C1=CC=CC=C1)F O2-benzyl O7-tert-butyl 6-[4-[[1-(difluoromethyl)pyrazol-4-yl]-phenyl-carbamoyl]-1,5-dimethyl-pyrrol-2-yl]-3,4-dihydro-1H-isoquinoline-2,7-dicarboxylate